(4R,12aS)-9-((2,4-difluorobenzyl)carbamoyl)-4-methyl-6,8-dioxo-3,4,6,8,12,12a-hexahydro-2H-pyrido[1',2':4,5]pyrazino[2,1-b][1,3]oxazin-7-yl 8-(1-octyl-1H-1,2,3-triazol-4-yl)octanoate C(CCCCCCC)N1N=NC(=C1)CCCCCCCC(=O)OC=1C(C(=CN2C[C@@H]3OCC[C@H](N3C(C21)=O)C)C(NCC2=C(C=C(C=C2)F)F)=O)=O